BrC1=CC=C(C=C1)N1N=C(C=C1O)C(F)(F)F 2-(4-bromophenyl)-5-(trifluoromethyl)pyrazol-3-ol